tert-Butyl 7-(pyrrolidin-1-yl)-2-azaspiro[3.5]non-6-ene-2-carboxylate N1(CCCC1)C1=CCC2(CN(C2)C(=O)OC(C)(C)C)CC1